tert-butyl {(1S)-1-[(2S)-oxiran-2-yl]-2-phenylethyl}carbamate O1[C@H](C1)[C@H](CC1=CC=CC=C1)NC(OC(C)(C)C)=O